BrC=1C(=CC=2C3=C(C(=NC2C1F)N1CC(C1)N(C)C)N=CN3[C@@H]3C[C@@H](N(C3)C(=O)OC(C)(C)C)CO)Cl tert-butyl (2R,4R)-4-(7-bromo-8-chloro-4-(3-(dimethylamino)azetidin-1-yl)-6-fluoro-1H-imidazo[4,5-c]quinolin-1-yl)-2-(hydroxymethyl)pyrrolidine-1-carboxylate